N-(prop-2-yn-1-yl)-2-(2-(2-(tetrahydro-2H-pyran-4-yl)ethyl)-1,3-dioxolan-2-yl)acetamide C(C#C)NC(CC1(OCCO1)CCC1CCOCC1)=O